2-methyl-6-[5-(piperidin-4-yl)[1,3]thiazolo[5,4-d][1,3]thiazol-2-yl]imidazo[1,2-a]pyridin-8-carbonitril Hydrochlorid Cl.CC=1N=C2N(C=C(C=C2C#N)C=2SC=3N=C(SC3N2)C2CCNCC2)C1